CNC1(C(CCCC1)=O)C1=CC=CC=C1 2-(methylamino)-2-phenylcyclohexan-1-one